C(C)OC(=O)C1=C(C2=C(CC3(C4=CN(N=C24)CC2=NC=CC=C2)CC3)O1)C(F)(F)F 2'-[(Pyridin-2-yl)methyl]-8'-(trifluoromethyl)-2',5'-dihydrospiro[cyclopropane-1,4'-furo[2,3-g]indazole]-7'-carboxylic acid ethyl ester